N1=CC(=C2N1C=CC=N2)CN2CC1=C(CC2)C(=CS1)C(=O)NC1=CC(=CC=C1)C(F)(F)F 6-(Pyrazolo[1,5-a]pyrimidin-3-ylmethyl)-N-(3-(trifluoromethyl)phenyl)-4,5,6,7-tetrahydrothieno[2,3-c]pyridin-3-carboxamid